N1=CCC2=CC(=CC=C12)C1=NCN(C=C1)C1=NC=CC=C1 4-(3H-INDOL-5-YL)-N-(PYRIDIN-2-YL)PYRIMIDIN